CC1=NC(=CC(=C1)C1=C(C2=C(N1)C=C(S2)C(=O)O)C(C)C)C 5-(2,6-dimethyl-4-pyridyl)-6-isopropyl-4H-thieno[3,2-b]pyrrole-2-carboxylic acid